F.C(C)(=O)O acetic acid fluorine hydride